NC(C(CCC(=O)OC(C)(C)C)N1C(C2=CC=C(C=C2C1)C[C@@H]1[C@H](CCCC1)NC(=O)OC(C)(C)C)=O)=O tert-butyl 5-amino-4-(5-(((1R,2S)-2-((tert-butoxycarbonyl) amino) cyclohexyl) methyl)-1-oxoisoindolin-2-yl)-5-oxopentanoate